N-(6-(N-(4-(3,4-difluorophenyl)-5-methylthiazol-2-yl)sulfamoyl)-5-methylpyridin-3-yl)acetamide FC=1C=C(C=CC1F)C=1N=C(SC1C)NS(=O)(=O)C1=C(C=C(C=N1)NC(C)=O)C